2-{4-[4-pyridin-4-yl-1-(2,2,2-trifluoro-ethyl)-1H-pyrazol-3-yl]-phenoxymethyl}-quinoxaline N1=CC=C(C=C1)C=1C(=NN(C1)CC(F)(F)F)C1=CC=C(OCC2=NC3=CC=CC=C3N=C2)C=C1